FC(C=1C=C(C(=NC1)C)C1=C2CCN(C(C2=CC(=C1)CN1C(=NC=C1)C)=O)[C@@H](C)C1=NC=C(C#N)C(=C1)OCC)F (S)-6-(1-(5-(5-(difluoromethyl)-2-methylpyridin-3-yl)-7-((2-methyl-1H-imidazol-1-yl)methyl)-1-oxo-3,4-dihydroisoquinolin-2(1H)-yl)ethyl)-4-ethoxynicotinonitrile